5-chloro-3-(4-chlorophenyl)-2-(2-methoxyphenyl)-7-methylsulfanyl-pyrazolo[1,5-a]pyrimidine ClC1=NC=2N(C(=C1)SC)N=C(C2C2=CC=C(C=C2)Cl)C2=C(C=CC=C2)OC